C(C)OC1=C(C=C(C=C1)OC(F)(F)F)B(O)O 2-ETHOXY-5-(TRIFLUOROMETHOXY)BENZENEBORONIC ACID